rac-2-bromo-1-((1R,4R)-1-methyl-2-oxabicyclo[2.2.1]Hept-4-yl)ethan-1-one BrCC(=O)[C@]12CO[C@](CC1)(C2)C |r|